C(C=C)(=O)OCC(C(C(CO)O)O)O 2,3,4,5-tetrahydroxypentyl acrylate